ethyl alpha-chloroacetate ClCC(=O)OCC